(trans)-2-(3-fluoro-4-(7-(methylcarbamoyl)benzo[d]imidazo[2,1-b]thiazol-2-yl)phenyl)-4-hydroxypyrrolidine-1-carboxylic acid tert-butyl ester C(C)(C)(C)OC(=O)N1[C@H](C[C@@H](C1)O)C1=CC(=C(C=C1)C=1N=C2SC3=C(N2C1)C=CC(=C3)C(NC)=O)F